ClC1=C(C=C(C(=C1)F)N1N=NN(C1=O)CCCF)NS(=O)(=O)CC N-[2-Chloro-4-fluoro-5-[4-(3-fluoropropyl)-4,5-dihydro-5-oxo-1H-tetrazol-1-yl]-phenyl]-ethansulfonamide